methyl 4-[[2-methyl-3-(2-trimethylsilylethoxymethyl)imidazol-4-yl]sulfonimidoyl]benzoate CC1=NC=C(N1COCC[Si](C)(C)C)S(=O)(=N)C1=CC=C(C(=O)OC)C=C1